CC1=C(C(=CC(=C1)C)C)S(=O)(=O)NN 2,4,6-trimethylbenzenesulfonohydrazide